3-methyl-1-(2-(2-oxopyrrolidin-1-yl)ethyl)-5-((4-(4-(trifluoromethyl)piperidin-1-yl)phenyl)amino)-1,3-dihydro-2H-benzo[d]imidazol-2-one CN1C(N(C2=C1C=C(C=C2)NC2=CC=C(C=C2)N2CCC(CC2)C(F)(F)F)CCN2C(CCC2)=O)=O